CN1CCC(CC1)CN(C(CCCCCCCCC(=O)OCC(CCCCCC)CCCC)CCCCCCCCC(=O)OCC(CCCCCC)CCCC)S(=O)(=N)CCCCCCCC bis(2-butyloctyl) 10-[(1-methyl-4-piperidyl)methyl-(octylsulfonimidoyl)amino]nonadecanedioate